ethynyl-methyl-vinyl-carbinol C(#C)C(O)(C=C)C